1-[6-(3,3,3-trifluoropropoxy)-1,2,3,4-tetrahydronaphthalen-1-yl]methanamine, hydrochloride Cl.FC(CCOC=1C=C2CCCC(C2=CC1)CN)(F)F